N-(1-(3-(Aminomethyl)phenyl)ethyl)-butan-2-amin NCC=1C=C(C=CC1)C(C)NC(C)CC